bis(2,2,2-trifluoroethyl) sulfate S(=O)(=O)(OCC(F)(F)F)OCC(F)(F)F